N-((5-(2-fluoropyridin-4-yl)-2,3-dihydro-1H-inden-4-yl)carbamoyl)-1-(2-methyl-2-(4,4,5,5-tetramethyl-1,3,2-dioxaborolan-2-yl)propyl)-1H-pyrazole-3-sulfonamide FC1=NC=CC(=C1)C=1C(=C2CCCC2=CC1)NC(=O)NS(=O)(=O)C1=NN(C=C1)CC(C)(B1OC(C(O1)(C)C)(C)C)C